FC1=C(C=C(C=C1)[C@H](C)SC1=NN=CN1C)NC(C1=NC(=CC=C1)C(F)(F)F)=O (S)-N-(2-fluoro-5-(1-((4-methyl-4H-1,2,4-triazol-3-yl)thio)ethyl)phenyl)-6-(trifluoromethyl)picolinamide